COC=1N(C=C(N1)C)C(=O)NCC#CCC1=CC=CC=C1 methoxy-4-methyl-N-(4-phenylbut-2-yn-1-yl)-1H-imidazole-1-carboxamide